C(CCCCCOC1=CC=C(C=C1)C(N)=N)OC1=CC=C(C=C1)C(N)=N 4,4'-[Hexane-1,6-diylbis(oxy)]dibenzenecarboximidamid